CC1=C(C=NC(=C1)C(CC)=O)C1=NC=C2C=C(N=CC2=C1)NC(=O)C1COC1 N-(7-(4-methyl-6-propionylpyridin-3-yl)-2,6-naphthyridin-3-yl)oxetane-3-carboxamide